1-(2-methoxy-5-((6-chloro-3-methyl-1H-indol-2-yl)sulfonyl)phenyl)-4-(2,2,2-trichloroacetyl)piperazine 1-oxide COC1=C(C=C(C=C1)S(=O)(=O)C=1NC2=CC(=CC=C2C1C)Cl)[N+]1(CCN(CC1)C(C(Cl)(Cl)Cl)=O)[O-]